((1R,4R)-2-oxa-5-azabicyclo[2.2.1]heptan-5-yl)(2,6-difluoro-3-(2-(4-(methylsulfonyl)phenyl)furo[3,2-b]pyridin-7-yl)phenyl)methanone [C@H]12OC[C@H](N(C1)C(=O)C1=C(C(=CC=C1F)C1=C3C(=NC=C1)C=C(O3)C3=CC=C(C=C3)S(=O)(=O)C)F)C2